FC1=C(C=CC(=N1)C(=O)NC)N1CCN(CC1)CC=1C=C2NC(C(=NC2=CC1)CCF)=O 6-fluoro-5-[4-[[2-(2-fluoroethyl)-3-oxo-4H-quinoxalin-6-yl]methyl]piperazin-1-yl]-N-methylpyridine-2-carboxamide